N6-[(2R)-2-amino-2-phenyl-ethyl]-1-methyl-N4-(2,2,2-trifluoroethyl)pyrazolo[3,4-d]pyrimidine-4,6-diamine N[C@@H](CNC1=NC(=C2C(=N1)N(N=C2)C)NCC(F)(F)F)C2=CC=CC=C2